NC1=CC(=C(ON2C(N(C=3C2=NC=CC3)C(C)C)=O)C=C1)F (4-amino-2-fluorophenoxy)-1-isopropyl-1,3-dihydro-2H-imidazo[4,5-b]pyridin-2-one